BrC1C(NC2=C(CC1)C=CC=C2)=O 3-Bromo-1,3,4,5-tetrahydro-1-benzoazepin-2-one